ClC=1C(=CC=2N=CN=C(C2N1)C=1C(=NN(C1)C)C1=C(C=CC=C1)F)OC1CC1 6-chloro-7-cyclopropoxy-4-(3-(2-fluorophenyl)-1-methyl-1H-pyrazol-4-yl)pyrido[3,2-d]pyrimidine